butyl-3-methylimidazolium bis(trifluoromethylsulfonyl)imide [N-](S(=O)(=O)C(F)(F)F)S(=O)(=O)C(F)(F)F.C(CCC)C=1NC=C[N+]1C